FC=1C=C(OC2CCS(CC2)=O)C=CC1N1CCNCC1 (1r,4r)-4-(3-fluoro-4-(piperazin-1-yl)phenoxy)tetrahydro-2H-thiopyran 1-oxide